CC([C@@H](C(N1[C@@H](CCC1)C(NC=1SC(=CN1)C=1C=C(C=CC1)C)=O)=O)NC(=O)C1=CC2=C(S1)C=CC(=C2)C(F)(F)P(O)(O)=O)(C)C ((2-(((S)-3,3-dimethyl-1-oxo-1-((S)-2-((5-(m-tolyl)thiazol-2-yl)carbamoyl)pyrrolidin-1-yl)butan-2-yl)carbamoyl)benzo[b]thiophen-5-yl)difluoromethyl)phosphonic acid